C1(=CC(=CC=C1)C[C@H]1C[C@@H](N(C1)C(=O)OC(C)(C)C)C(=O)OCC1=CC=CC=C1)C1=CC=CC=C1 2-benzyl 1-(tert-butyl) (2R,4S)-4-([1,1'-biphenyl]-3-ylmethyl)pyrrolidine-1,2-dicarboxylate